2-({6-oxa-3-azabicyclo[3.1.1]heptan-3-yl}methyl)-pyrrolo[2,3-c]pyridin-7-one C12CN(CC(O1)C2)CC2=CC=1C(C(N=CC1)=O)=N2